ClC1=C(C(=O)NC2=CC(=C(C=C2)Cl)C2=NC=CC=C2)C=CC(=C1)C(=O)N[C@@H](CO)C1=CC=CC=C1 (R)-2-chloro-N1-(4-chloro-3-(pyridin-2-yl)phenyl)-N4-(2-hydroxy-1-phenylethyl)terephthalamide